((E)-3-(4-((2-((6-((E)-3,5-bis(trifluoromethyl)benzylidene)-5-oxo-5,6,7,8-tetrahydronaphthalen-2-yl)oxy)acetamido)methyl)phenyl)-N-hydroxyacrylamide) FC(C=1C=C(\C=C/2\C(C=3C=CC(=CC3CC2)OCC(=O)NCC2=CC=C(C=C2)/C=C/C(=O)NO)=O)C=C(C1)C(F)(F)F)(F)F